(2R,4R)-5-(3'-Chlorobiphenyl-4-yl)-2-hydroxy-4-{[5-(2-hydroxy-phenyl)-2H-pyrazole-3-carbonyl]-amino}-pentanoic acid ethyl ester C(C)OC([C@@H](C[C@@H](CC1=CC=C(C=C1)C1=CC(=CC=C1)Cl)NC(=O)C=1NN=C(C1)C1=C(C=CC=C1)O)O)=O